1-(4-chlorophenyl)-3-hydroxy-2-phenylpentan-1-one ClC1=CC=C(C=C1)C(C(C(CC)O)C1=CC=CC=C1)=O